2-(4-fluorophenyl)-3-hydroxypropane FC1=CC=C(C=C1)C(C)CO